5-chloro-N-[2,4-difluoro-3-[1-(3H-1,2,3-triazol-4-yl)imidazo[1,5-a]pyridin-6-yl]phenyl]-2-methoxypyridine-3-sulfonamide ClC=1C=C(C(=NC1)OC)S(=O)(=O)NC1=C(C(=C(C=C1)F)C=1C=CC=2N(C1)C=NC2C=2NN=NC2)F